13-bromotridecene BrCCCCCCCCCCCC=C